ClC1=CC=C(C=C1)C1=NN(C[C@H]1C1=CC=CC=C1)\C(\NC1CCC(CC1)S(N)(=O)=O)=N/S(=O)(=O)C1=CC=C(C=C1)Cl (R,Z)-3-(4-chlorophenyl)-N'-((4-chlorophenyl)sulfonyl)-4-phenyl-N-((1s,4S)-4-sulfamoylcyclohexyl)-4,5-dihydro-1H-pyrazole-1-carboximidamide